butyl 3-(7-chloro-8-fluoro-2-((3-oxohexahydro-1H-pyrrolizin-7a-yl) methoxy)pyrido[4,3-d]pyrimidin-4-yl)-3,8-diazabicyclo[3.2.1]octane-8-carboxylate ClC1=C(C=2N=C(N=C(C2C=N1)N1CC2CCC(C1)N2C(=O)OCCCC)OCC21CCCN1C(CC2)=O)F